4-(3-(1-methylpiperidin-4-yl)azetidin-1-yl)-7-(pyridin-4-yl)-1,2-dihydro-3H-pyrrolo[3,4-c]pyridin-3-one CN1CCC(CC1)C1CN(C1)C1=NC=C(C2=C1C(NC2)=O)C2=CC=NC=C2